ClC=1C(=NC(=NC1)NC1=C(C=C(C(=O)NC2=CC=CC=C2)C=C1)OC)C=1C=NN(C1)C(C)C 4-((5-chloro-4-(1-isopropyl-1H-pyrazol-4-yl)pyrimidin-2-yl)amino)-3-methoxy-N-phenylbenzamide